3-chloro-4-((3,5-difluoropyridin-2-yl)methoxy)-2'-(3-hydroxy-2,3-dihydrobenzofuran-7-yl)-5',6-dimethyl-2H-[1,4'-bipyridinyl]-2-one ClC=1C(N(C(=CC1OCC1=NC=C(C=C1F)F)C)C1=CC(=NC=C1C)C1=CC=CC=2C(COC21)O)=O